C(=C)C1=CC=C(C=C1)CN1C(NC(C1=O)(C)C)=O 3-[(4-vinyl-phenyl)methyl]-5,5-dimethyl-hydantoin